BrCC1=NC=C(C=N1)OCC(=O)NCCC(=O)N 3-((S)-2-((2-(bromomethyl)pyrimidin-5-yl)oxy)acetamido)propanamide